FC(OC=1C=2N(C=C(C1)C(F)(F)F)CC1(N2)C(COC2=C(C=CC=C21)F)F)F rac-8'-(difluoromethoxy)-3,8-difluoro-6'-(trifluoromethyl)-3'H-spiro[chromane-4,2'-imidazo[1,2-a]pyridine]